(R)-N-(1-hydroxypropan-2-yl)-7-(4-(trifluoromethyl)phenoxy)benzo[b]thiophene-2-carboxamide OC[C@@H](C)NC(=O)C1=CC2=C(S1)C(=CC=C2)OC2=CC=C(C=C2)C(F)(F)F